N-(4-((2-((1-methyl-1H-pyrazol-4-yl)amino)-5-(4-(trifluoromethyl)phenyl)pyrimidin-4-yl)amino)pyridin-2-yl)acrylamide CN1N=CC(=C1)NC1=NC=C(C(=N1)NC1=CC(=NC=C1)NC(C=C)=O)C1=CC=C(C=C1)C(F)(F)F